2-[[2-[2-[2-[2-[2-[2-[2-[2-[2,3-bis[(Z)-octadec-9-enoxy]propoxy]ethoxy]ethoxy]ethoxy]ethoxy]ethoxy]ethoxy]ethoxy]-2-oxo-ethyl]amino]ethyl 2-(2-methoxyethylamino)acetate COCCNCC(=O)OCCNCC(=O)OCCOCCOCCOCCOCCOCCOCCOCC(COCCCCCCCC\C=C/CCCCCCCC)OCCCCCCCC\C=C/CCCCCCCC